COC=1C=C2CCNCC2=CC1NC1=NC2=CC(=CC=C2C=N1)C1=C2C(=CN=C1)NC=C2 N-(6-methoxy-1,2,3,4-tetrahydroisoquinolin-7-yl)-7-(1H-pyrrolo[2,3-c]pyridin-4-yl)quinazolin-2-amine